7-fluoropyrene FC=1C=C2C=CC3=CC=CC4=CC=C(C1)C2=C43